3-chloro-5-[(2,2,2-trifluoroethyl)sulfanyl]benzoic acid ClC=1C=C(C(=O)O)C=C(C1)SCC(F)(F)F